4-Methyl-2-[[4-[[2-(1-methylethoxy)ethyl]amino]-6-[[[4-(methylsulfonyl)phenyl]methyl]amino]-2-pyrimidinyl]amino]-5-thiazolecarboxylic acid ethyl ester C(C)OC(=O)C1=C(N=C(S1)NC1=NC(=CC(=N1)NCCOC(C)C)NCC1=CC=C(C=C1)S(=O)(=O)C)C